Methyl 3-fluoro-4-oxo-4,5-dihydropyrazolo[1,5-a]quinoxaline-7-carboxylate FC=1C=NN2C1C(NC1=CC(=CC=C21)C(=O)OC)=O